1-(2-{[4-(4-chlorophenyl)-1-methyl-1H-1,2,3-triazol-5-yl]methoxy}-5,7-dihydro-6H-pyrrolo[3,4-b]pyridin-6-yl)ethanone amino-phosphonate NP(O)(O)=O.ClC1=CC=C(C=C1)C=1N=NN(C1COC1=CC=C2C(=N1)CN(C2)C(C)=O)C